1-(4-benzylpiperazin-1-yl) cyclopropane-1-carboxylate C1(CC1)C(=O)ON1CCN(CC1)CC1=CC=CC=C1